FC1=C(C=C(C=C1)C1=C(C(=CC(=C1)N1CC2=CC=C(C=C2CC1)F)C)NC(CC(C)(C)C)=O)C N-(4'-fluoro-5-(6-fluoro-3,4-dihydroisoquinolin-2(1H)-yl)-3,3'-dimethyl-[1,1'-biphenyl]-2-yl)-3,3-dimethylbutanamide